4-(4-((5-cyclopropyl-3-(2,6-dichlorophenyl)isoxazol-4-yl)methoxy)piperidin-1-yl)-2-fluorobenzohydrazide C1(CC1)C1=C(C(=NO1)C1=C(C=CC=C1Cl)Cl)COC1CCN(CC1)C1=CC(=C(C(=O)NN)C=C1)F